3-(1'-((1-benzyl-1H-pyrazol-4-yl)methyl)-6-oxo-6,8-dihydro-2H,7H-spiro[furo[2,3-e]isoindole-3,4'-piperidin]-7-yl)piperidine-2,6-dione C(C1=CC=CC=C1)N1N=CC(=C1)CN1CCC2(CC1)COC1=C3CN(C(C3=CC=C12)=O)C1C(NC(CC1)=O)=O